FC1=C(C=CC2=C1CNS2(=O)=O)NC2=NNC(=C2)[C@@H]2C[C@@H](CC2)OC2=CC=NN2C2=CC=CC=C2 (cis)-4-fluoro-5-((5-(3-((1-phenyl-1H-pyrazol-5-yl)oxy)cyclopentyl)-1H-pyrazol-3-yl)amino)-2,3-dihydrobenzo[d]isothiazole 1,1-dioxide